COC(C(=C1CCC(CC1)F)NC(=O)OC(C)(C)C)=O.C(C)(C)(C)NC(C(C=1C=NC=CC1)N(C(=O)C1=COC=C1)C1=CC=C(C=C1)OC1=CC=C(C=C1)C)=O N-(2-(tert-butylamino)-2-oxo-1-(pyridin-3-yl)ethyl)-N-(4-(p-tolyloxy)phenyl)furan-3-carboxamide methyl-2-((tert-butoxycarbonyl)amino)-2-(4-fluorocyclohexylidene)acetate